5-ethyl-3-methyl-octane C(C)C(CC(CC)C)CCC